1-(4-methoxybenzyl)-8-(1-methyl-6-oxo-1,6-dihydropyridin-3-yl)-4-(5-methyloxazol-2-yl)-1,3-dihydro-2H-benzo[b]azepin-2-one COC1=CC=C(CN2C3=C(C=C(CC2=O)C=2OC(=CN2)C)C=CC(=C3)C3=CN(C(C=C3)=O)C)C=C1